1-((1-(((tert-butyldimethyl-silyl)oxy)methyl)cyclopentyl)methyl)-6-chloro-3-(3,3-difluoropyrrolidin-1-yl)-1H-pyrazolo[4,3-c]pyridine C(C)(C)(C)[Si](OCC1(CCCC1)CN1N=C(C=2C=NC(=CC21)Cl)N2CC(CC2)(F)F)(C)C